CC1CC(CCC1)N=C=O methyl-3-isocyanatocyclohexane